The molecule is an enamide resulting from the formal condensation of crotonic acid with N-ethyl-2-methylaniline. A colourless or pale yellow oily liquid, it is used in the treatment of pruritus (itching) by producing a counter-irritation: as it evaporates from the skin, it produces a cooling effect that diverts attention away from the itching. It has also been used as an acaricide in the treatment of scabies, though more effective drugs are usually preferred. It has a role as an antipruritic drug and a scabicide. It is an enamide and a tertiary carboxamide. CCN(C1=CC=CC=C1C)C(=O)/C=C/C